FC1=C(C(=CC=C1)OC(C)C)CNC(=O)C=1C=C(C=NC1OC)C1=CC=C2C(=NNC2=C1)C(=O)NC 6-[5-({[2-fluoro-6-(prop-2-yloxy)phenyl]methyl}carbamoyl)-6-methoxypyridin-3-yl]-N-methyl-1H-indazole-3-carboxamide